BrC#CC1=CSC=C1 3-(bromoethynyl)thiophene